ClC1=C(C=CC=C1F)C(C)N 1-(2-chloro-3-fluorophenyl)ethanamine